cobalt tris(2-(1H-pyrazol-1-yl)-4-tert-butylpyridine) N1(N=CC=C1)C1=NC=CC(=C1)C(C)(C)C.N1(N=CC=C1)C1=NC=CC(=C1)C(C)(C)C.N1(N=CC=C1)C1=NC=CC(=C1)C(C)(C)C.[Co]